(E)-1-(2-Hydroxy-4-phenylmethoxyphenyl)-3-[3-[5-[(E)-3-(2-hydroxy-4-phenylmethoxyphenyl)-3-oxoprop-1-enyl]-2-phenylmethoxyphenyl]-4-phenylmethoxyphenyl]prop-2-en-1-one OC1=C(C=CC(=C1)OCC1=CC=CC=C1)C(\C=C\C1=CC(=C(C=C1)OCC1=CC=CC=C1)C1=C(C=CC(=C1)\C=C\C(=O)C1=C(C=C(C=C1)OCC1=CC=CC=C1)O)OCC1=CC=CC=C1)=O